NC=1C2=C(N=CN1)N(C=C2C2=CC=C(C=C2)OC2=CC=CC=C2)[C@@H]2CC[C@H](CC2)N2CC1(CCN(C1)C(=O)OC(C)(C)C)CC2 tert-butyl 7-((trans)-4-(4-amino-5-(4-phenoxyphenyl)-7H-pyrrolo[2,3-d]pyrimidin-7-yl) cyclohexyl)-2,7-diazaspiro[4.4]nonane-2-carboxylate